O1CCC=C(C1)C=1C=C(C=CC1)C=1N=C(SC1)NC(CNC(=O)C1=CN(C=C1)S(=O)(=O)C)=O N-[2-[[4-[3-(3,6-dihydro-2H-pyran-5-yl)phenyl]thiazol-2-yl]amino]-2-oxo-ethyl]-1-methylsulfonyl-pyrrole-3-carboxamide